Cl.C[C@@H]1[C@H](C1)N (1S,2S)-2-methylcyclopropylamine, hydrochloride